5-(2-bromoethoxy)-2-(trifluoromethyl)pyridine BrCCOC=1C=CC(=NC1)C(F)(F)F